exo-5-fluoro-N-[(1S)-1-(4-fluorophenyl)-3-hydroxypropyl]-1a,6b-dihydro-1H-cyclopropa[b][1]benzofuran-1-carboxamide FC=1C=CC2=C(C3C(O2)C3C(=O)N[C@@H](CCO)C3=CC=C(C=C3)F)C1